(4-fluorophenyl)-5-(methylsulfinyl)-1H-pyrazole-3-carboxamide FC1=CC=C(C=C1)N1N=C(C=C1S(=O)C)C(=O)N